ClC1=CC(=NC(=N1)C)CNCC1CC1 (6-Chloro-2-methylpyrimidin-4-yl)-N-(cyclopropyl-methyl)methanamine